IC1=C(C(=CC(=C1)C(C(F)(F)F)(C(F)(F)F)F)C(F)(F)F)NC(C1=C(C(=CC=C1)N(C(C1=CC(=C(C=C1)F)Cl)=O)O)F)=O N-(2-iodo-4-(perfluoropropan-2-yl)-6-(trifluoromethyl)phenyl)-2-fluoro-3-((hydroxy)(3-chloro-4-fluorobenzoyl)amino)benzamide